(3S,4r,5R)-1-(2-fluoro-4-methoxyphenethyl)piperidine-3,4,5-triol FC1=C(CCN2C[C@@H](C([C@@H](C2)O)O)O)C=CC(=C1)OC